tert-butyl (R,S)-4-(2,4-difluoro-5-(2-(methylsulfinyl)ethoxy)phenyl)-piperazine-1-carboxylate FC1=C(C=C(C(=C1)F)OCC[S@](=O)C)N1CCN(CC1)C(=O)OC(C)(C)C